C(C)(C)(C1=CC=CC=C1)[C-]1C=CC=C1.[CH-]1C=CC=C1.[Fe+2] cumylferrocene